(2-(azetidin-1-ylmethyl)-3,6-difluorophenyl)methanol N1(CCC1)CC1=C(C(=CC=C1F)F)CO